N-(1-(3-(2-(2-(dimethylamino)ethoxy)-1,1-difluoroethyl)-2-fluorophenyl)ethylidene)-2-methylpropane-2-sulfinamide CN(CCOCC(F)(F)C=1C(=C(C=CC1)C(C)=NS(=O)C(C)(C)C)F)C